C(C)(=O)C1=NN(C2=CC=C(C=C12)C=1C=NC(=NC1)NC)CC(=O)OC(C)(C)C tert-Butyl 2-(3-acetyl-5-(2-(methylamino)pyrimidin-5-yl)-1H-indazol-1-yl)acetate